CC=1C=C(C=C(C1)C)C1=NN2C(C(N1C(C)C)=O)=NC=C2C=2N=CN(C2)C(C2=CC=CC=C2)(C2=CC=CC=C2)C2=CC=CC=C2 2-(3,5-Dimethylphenyl)-3-isopropyl-7-(1-trityl-1H-imidazol-4-yl)imidazo[2,1-f][1,2,4]triazin-4(3H)-one